[OH-].C(C)(C)[Sn+]=O iso-propyl-tin oxide hydroxide